(1-(6-(2,3-dichlorophenyl)quinoxalin-2-yl)-4-methylpiperidin-4-yl)methanamine ClC1=C(C=CC=C1Cl)C=1C=C2N=CC(=NC2=CC1)N1CCC(CC1)(C)CN